C(C=C)OC(C=1C(C(=O)OCC=C)=CC=CC1)=O Diallyl-Phthalat